(R)-N-[(7S)-1'-(7-bromo-6-methylpyrazolo[1,5-a]pyrazin-4-yl)spiro[5,7-dihydrocyclopenta[b]pyridine-6,4'-piperidine]-7-yl]-2-methylpropane-2-sulfinamide BrC1=C(N=C(C=2N1N=CC2)N2CCC1(CC2)CC=2C(=NC=CC2)[C@H]1N[S@](=O)C(C)(C)C)C